CSC1=NC=C(C=N1)CO (2-(methylthio)pyrimidin-5-yl)methanol